C1C(CCCCCCCCCC)O1 1-Dodecen oxid